2-(2-(5-(6-([1,1'-biphenyl]-4-yl)-2-phenylpyrimidin-4-yl)pyridin-3-yl)phenyl)-4,6-diphenyl-1,3,5-triazine C1(=CC=C(C=C1)C1=CC(=NC(=N1)C1=CC=CC=C1)C=1C=C(C=NC1)C1=C(C=CC=C1)C1=NC(=NC(=N1)C1=CC=CC=C1)C1=CC=CC=C1)C1=CC=CC=C1